C(#N)C1(CC1)NS(=O)(=O)C1=CC=C2C3=C(N(C2=C1)C=1SC(=NN1)C(F)F)N=CN=C3CCC(C)(C)O N-(1-Cyanocyclopropyl)-9-(5-(difluoromethyl)-1,3,4-thiadiazol-2-yl)-4-(3-hydroxy-3-methylbutyl)-9H-pyrimido[4,5-b]indole-7-sulfonamide